ClC1=C(C=NN1C1CC1)NC1=NC=2C=C(C(=C(C2C=N1)N)F)C1=C(C2=C(OCCN2)N=C1)C N~2~-(5-chloro-1-cyclopropyl-1H-pyrazol-4-yl)-6-fluoro-7-(8-methyl-2,3-dihydro-1H-pyrido[2,3-b][1,4]oxazin-7-yl)quinazoline-2,5-diamine